C1(=C(C(=CC=C1)C(=O)Cl)C(=O)Cl)C1=CC=CC=C1 biphenyl-dicarbonyl chloride